6-(4-chlorobenzyl)-9-isopropyl-2-phenyl-2,6,9-triazaspiro[4.5]decane-3,7,10-trione ClC1=CC=C(CN2C3(CC(N(C3)C3=CC=CC=C3)=O)C(N(CC2=O)C(C)C)=O)C=C1